[Na].C1(=CC=CC=C1)C(C#N)(C1=NN=NC=C1C1=C2C(=C(C(=C1C1=CC=CC=C1)C1=CC=CC=C1)C1=CC=CC=C1)N=C1C=CC3=C4C=CC=CC4=NC3=C12)C1=CC=CC=C1 di(phenyl)[tri(phenyl)indolocarbazolyl]triazinemonoacetonitrile sodium salt